ClP1OC2=C(C3=C1C=CC=C3)C=CC=C2 6-Chloro-6H-dibenzo[c,e][1,2]oxaphosphorin